2-[2-(aminomethyl)-3,3-difluoro-allyl]-4-[[5-[3-(1H-1,2,4-triazol-3-yl)phenyl]-2-thienyl]methyl]-1,2,4-triazol-3-one NCC(CN1N=CN(C1=O)CC=1SC(=CC1)C1=CC(=CC=C1)C1=NNC=N1)=C(F)F